8-Bromo-7-fluoro-4-((4-methoxybenzyl)amino)isoquinoline-3-carboxylic acid BrC=1C(=CC=C2C(=C(N=CC12)C(=O)O)NCC1=CC=C(C=C1)OC)F